N-(((1s,4s)-4-aminocyclohexyl)methyl)-4-(1-(2,6-difluorophenyl)-1H-pyrazol-4-yl)-pyrimidin-5-amine trifluoroacetate FC(C(=O)O)(F)F.NC1CCC(CC1)CNC=1C(=NC=NC1)C=1C=NN(C1)C1=C(C=CC=C1F)F